FC1=NC=C(C=C1[C@H]1NC(O[C@@H]1C1=C(C=CC=C1)F)=O)C#CC1=CC=CC=C1 (4R,5R)-4-(2-fluoro-5-(phenylethynyl)pyridin-3-yl)-5-(2-fluorophenyl)-1,3-oxazolidin-2-one